p-toluenesulfonylcarbazide CC1=CC=C(C=C1)S(=O)(=O)NNC(=O)NN